ClC1=C(C=CC=C1Cl)S(=O)(=O)NC1=C(C=C(C=C1F)C#CC=1C=NC=C(C1)F)F 2,3-dichloro-N-[2,6-difluoro-4-[2-(5-fluoro-3-pyridinyl)ethynyl]phenyl]benzenesulfonamide